N1(CCNCC1)CC(=O)O 2-(piperazinyl)acetic acid